N1C(CC(C2=CC(CC=C12)=O)=O)=O quinoline-2,4,6(1H,3H,7H)-trione